(7-Bromo-2-oxo-3,4-dihydroquinolin-1(2H)-yl)acetic acid tert-butyl ester C(C)(C)(C)OC(CN1C(CCC2=CC=C(C=C12)Br)=O)=O